C(C)OC(CN1C(C2=C(C=CC=C2C1)Br)=O)=O 2-(7-bromo-1-oxo-isoindolin-2-yl)acetic acid ethyl ester